C(C)OC1=CC=C(C=C1)C1=NN(C(=C1O)C)C 3-(4-Ethoxyphenyl)-1,5-dimethyl-pyrazol-4-ol